1-[2-Chloro-5-(trifluoromethyl)-3-pyridyl]ethanol ClC1=NC=C(C=C1C(C)O)C(F)(F)F